ClC=1C=C(OCC2=NN=C(S2)NC(C2=CN=C(C=C2C2=C(C=CC=C2)OC)C)=O)C=CC1 N-(5-((3-Chlorophenoxy)methyl)-1,3,4-thiadiazol-2-yl)-4-(2-methoxyphenyl)-6-methylnicotinamide